FC(OC1=CC=C(C=C1)C=1CSC2=CC(=CC=C2C1)O)(F)F 3-[4-(trifluoromethoxy)phenyl]-2H-thiochromen-7-ol